[N].C1(=CC=CC=C1)O.C1(=CC=CC=C1)O bisphenol compound with nitrogen